FC1(C(N(C(CC1)=O)COCC[Si](C)(C)C)=O)C1=CC=C(C=C1)C1CCN(CC1)C(=O)OC(C)(C)C tert-butyl 4-(4-(3-fluoro-2,6-dioxo-1-((2-(trimethylsilyl)ethoxy)methyl)piperidin-3-yl)phenyl)piperidine-1-carboxylate